CN1C2=CC=C(C=C2C=2C=C(C=CC12)C=O)[N+](=O)[O-] 9-methyl-6-nitro-9H-carbazole-3-carbaldehyde